[S-2].[V+3].[S-2].[S-2].[V+3] Vanadium(III)-sulfid